FC=1C=C(C=CC1C)C1(CN(CC1)C(=O)NC1=C(C=CC(=C1)OC)C(=O)N1CC(C1)O)C1=NC=NS1 3-(3-fluoro-4-methylphenyl)-N-(2-(3-hydroxyazetidine-1-carbonyl)-5-methoxyphenyl)-3-(1,2,4-thiadiazol-5-yl)pyrrolidine-1-carboxamide